C1(=CC=C(C=C1)N(C1=CC=CC=2C3=CC=CC=C3C(C12)(C)C)C1=CC=C(C=C1)C=1C=CC=2N(C3=CC=CC=C3C2C1)C1=CC=CC=C1)C1=CC=CC=C1 N-(biphenyl-4-yl)-9,9-dimethyl-N-(4-(9-phenyl-9H-carbazol-3-yl)phenyl)-9H-fluorenamine